3-(trans-4-{[3-(2-hydroxyethoxy)-1H-pyrazolo[3,4-b]pyridin-5-yl]amino}cyclohexyl)-1-[5-(trifluoromethyl)-3-pyridinyl]-2,4-imidazolidinedione OCCOC1=NNC2=NC=C(C=C21)N[C@@H]2CC[C@H](CC2)N2C(N(CC2=O)C=2C=NC=C(C2)C(F)(F)F)=O